C1=CC(=CC=C1/C=C/C(=O)O[C@H]2[C@@H]([C@H]([C@@H]([C@H](O2)CO)O)O)O)O p-Coumaroyl-D-glucose